FC1(CCC(CC1)CC(=O)N1CC2(C1)CN(C2)CC2=C(C=C(C=C2)F)C(F)(F)F)F 2-(4,4-difluorocyclohexyl)-1-(6-(4-fluoro-2-(trifluoromethyl)benzyl)-2,6-diazaspiro[3.3]heptan-2-yl)ethan-1-one